C(C1=C(C=CC=C1)N=C=O)C1=C(C=CC=C1)N=C=O methylenebisphenyl isocyanate